CS(=O)(=O)N1CCC(CC1)NC1=NC=C(C=N1)C#N 2-((1-(methylsulfonyl)piperidin-4-yl)amino)pyrimidine-5-carbonitrile